ClC1=C2CN(C(C2=C(C=C1)NC1=NC(=C(C=C1)C1CCOCC1)CN(C)C)=O)C(=O)OC(C)(C)C tert-butyl 4-chloro-7-((6-((dimethylamino) methyl)-5-(tetrahydro-2H-pyran-4-yl) pyridin-2-yl) amino)-1-oxoisoindoline-2-carboxylate